C(C1=CC=CC=C1)OCN1C(N([C@H]2[C@H](OC)[C@H](O[Si](C)(C)C(C)(C)C)[C@@H](CO)O2)C=CC1=O)=O N3-Benzyloxymethyl-2'-O-Methyl-3'-O-Tert-Butyldimethylsilyluridine